C(C)ON=C(CCC)C=1C(CC(CC1O)C1CSCCC1)=O (±)-2-[1-(Ethoxyimino)butyl]-3-hydroxy-5-thian-3-ylcyclohex-2-enon